3-ethynyl-benzo[b]thiophene C(#C)C=1C2=C(SC1)C=CC=C2